CC1=NN2C(C(=CC(=C2)Br)OC)=C1/C=N/O (E)-2-methyl-6-bromo-4-methoxypyrazolo[1,5-a]pyridine-3-carbaldehyde oxime